NC1=NN(C=C1Br)C(C(=O)OCC)C(C)C ethyl 2-(3-amino-4-bromo-1H-pyrazol-1-yl)-3-methylbutanoate